tert-butyl (1R,5S)-3-(7-(8-chloronaphthalen-1-yl)-2-((tetrahydro-1H-pyrrolizin-7a(5H)-yl)methoxy)pyrido[3,2-d]pyrimidin-4-yl)-3,8-diazabicyclo[3.2.1]octane-8-carboxylate ClC=1C=CC=C2C=CC=C(C12)C1=CC=2N=C(N=C(C2N=C1)N1C[C@H]2CC[C@@H](C1)N2C(=O)OC(C)(C)C)OCC21CCCN1CCC2